tert-butyl (1R,5S,6r)-6-(6-chloro-1-cyclopropyl-7-fluoro-4-isopropyl-1H-pyrazolo[4,3-c]pyridin-3-yl)-3-azabicyclo[3.1.0]hexane-3-carboxylate ClC1=C(C2=C(C(=N1)C(C)C)C(=NN2C2CC2)C2[C@H]1CN(C[C@@H]21)C(=O)OC(C)(C)C)F